[Na+].[Na+].[NH+]=1NN=NC1.[NH+]=1NN=NC1 ditetrazolium, disodium salt